N'-(2-amino-8-methoxyquinazolin-4-yl)-2-hydroxyacetohydrazide NC1=NC2=C(C=CC=C2C(=N1)NNC(CO)=O)OC